COC1=CC=C(C=C1)C(OC[C@@H]1[C@H]([C@H]([C@@H](O1)N1C(NC(C=C1)=O)=O)OCCCCCCCCCCCCCCCC)O)(C1=CC=CC=C1)C1=CC=C(C=C1)OC 1-((2R,3R,4R,5R)-5-((bis(4-methoxyphenyl)(phenyl)methoxy)methyl)-3-(hexadecyloxy)-4-hydroxytetrahydrofuran-2-yl)pyrimidine-2,4(1H,3H)-dione